rhodium (I) triflate [O-]S(=O)(=O)C(F)(F)F.[Rh+]